2-(4-(2-cyano-7-((5-methoxy-7-methyl-1H-indol-4-yl)methyl)-7-azaspiro[3.5]nonan-6-yl)benzamido)-2-(tetrahydro-2H-pyran-4-yl)acetic acid C(#N)C1CC2(C1)CC(N(CC2)CC2=C1C=CNC1=C(C=C2OC)C)C2=CC=C(C(=O)NC(C(=O)O)C1CCOCC1)C=C2